C(C)(C)(C)[C@@H]1CC=2C=C3C(=NC2CC1)SC(=C3)C(=O)N[C@H](CC[NH+]3CC(CC3)C=3N=NNN3)C3=CC=C(C=C3)C3=CNC(C=C3)=O |r| rac-(6S)-6-tert-butyl-N-[rac-(1R)-1-[4-(6-oxo-1H-pyridin-3-yl)phenyl]-3-[3-(2H-tetrazol-5-yl)pyrrolidin-1-ium-1-yl]propyl]-5,6,7,8-tetrahydrothieno[2,3-b]quinoline-2-carboxamide